3-ethyl-2-phenyl-2-pentenenitrile C(C)C(=C(C#N)C1=CC=CC=C1)CC